OC1=C(C=CC(=C1)OCCCCCCCC)C1=NC(=NC(=N1)C1=C(C=C(C=C1)C)C)C1=C(C=C(C=C1)C)C 2-(2-Hydroxy-4-octyloxyphenyl)-4,6-bis(2,4-dimethylphenyl)-1,3,5-triazin